ClC=1C(N(C(=CC1OCC1=NC=C(C=C1F)F)C)C1=CC(=NC=C1C)C(\C=C\N(C)C)=O)=O (E)-3-chloro-4-((3,5-difluoropyridin-2-yl)methoxy)-2'-(3-(dimethylamino)acryloyl)-5',6-dimethyl-2H-[1,4'-bipyridin]-2-one